3,6,8-Trichloro-4-fluoro-5-methyl-2,7-naphthyridine 2-oxide ClC=1[N+](=CC2=C(N=C(C(=C2C1F)C)Cl)Cl)[O-]